CC(CNC=1C2=C(N=C(N1)C1=CC=CC=C1)N(C(=C2)C)S(=O)(=O)C2=CC=C(C)C=C2)(C)O 2-methyl-1-((6-methyl-2-phenyl-7-tosyl-7H-pyrrolo[2,3-d]pyrimidin-4-yl)amino)propan-2-ol